[Cl-].[Cl-].C(C)(C)C1=C(OC(C[N+](CCCCCCCCCC[N+](C)(C)CC(OC2=C(C=CC(=C2)C)C(C)C)=O)(C)C)=O)C=C(C=C1)C N1,N10-bis(2-(2-isopropyl-5-methylphenoxy)-2-oxoethyl)-N1,N1,N10,N10-tetramethyldecane-1,10-diaminium dichloride